C(C)C=1N=C2N(CCC(C2)O)C1C(=O)C1=CC=C(C=C1)O (2-ethyl-7-hydroxy-5,6,7,8-tetrahydroimidazo[1,2-a]pyridin-3-yl)(4-hydroxyphenyl)methanone